N-isopentenyl-2-methylthio-N6-(cis-hydroxyisopentenyl)adenosine C(CC(=C)C)N(C=1C=2N=CN([C@H]3[C@H](O)[C@H](O)[C@@H](CO)O3)C2N=C(N1)SC)C(CC(=C)C)O